NC=1C=2N(C(=CN1)Cl)C(=NC2C2=C(C=C(C=C2)C(NC2=NC=CC(=C2)C(F)(F)F)=O)OC)C2CCC(CC2)(C(=O)O)C 4-[8-amino-5-chloro-1-(2-methoxy-4-{[4-(trifluoromethyl)pyridin-2-yl]carbamoyl}phenyl)imidazo[1,5-a]pyrazin-3-yl]-1-methylcyclohexanecarboxylic acid